trans-8-cyclohexadecen-1-one C1(CCCCCC\C=C\CCCCCCC1)=O